FC(C1=CC=CC(=N1)NCC1=CC(=C(C(=C1)O)N1CC(NS1(=O)=O)=O)F)F 5-(4-(((6-(difluoromethyl)pyridin-2-yl)amino)methyl)-2-fluoro-6-hydroxyphenyl)-1,2,5-thiadiazolidin-3-one 1,1-dioxide